4-(azetidin-1-yl)-N-(2,3-dihydro-1,4-benzoxazin-4-yl)-8-(2,3,5-trifluorophenyl)quinoline-3-carboxamide N1(CCC1)C1=C(C=NC2=C(C=CC=C12)C1=C(C(=CC(=C1)F)F)F)C(=O)NN1CCOC2=C1C=CC=C2